(2s,4r)-4-[3-(dimethylamino)propionyloxy]-1-(6-oxo-6-undecoxy-hexyl)pyrrolidine-2-carboxylic acid [5-(1-octylnonyloxy)-5-oxo-pentyl] ester C(CCCCCCC)C(CCCCCCCC)OC(CCCCOC(=O)[C@H]1N(C[C@@H](C1)OC(CCN(C)C)=O)CCCCCC(OCCCCCCCCCCC)=O)=O